N-(4-hydroxy-3-(piperidine-1-carbonyl)phenyl)-4-(1H-pyrrolo[2,3-b]pyridin-5-yl)benzo[b]thiophene-2-carboxamide OC1=C(C=C(C=C1)NC(=O)C1=CC2=C(S1)C=CC=C2C=2C=C1C(=NC2)NC=C1)C(=O)N1CCCCC1